O=C1NC(CCC1N1C(C2=CC=CC(=C2C1=O)N1CC2(C1)CC(C2)=O)=O)=O 2-(2,6-dioxopiperidin-3-yl)-4-(6-oxo-2-azaspiro[3.3]heptan-2-yl)isoindoline-1,3-dione